SC1=C(C=CC=C1)S 1,2-Dimercaptobenzol